OC1CCN(CC1)C=1C=CC(=NC1)NC=1C=CC(=C2[C@@H](NC(C12)=O)C)C1=CN=C2N1C=CC=C2 (S)-7-((5-(4-hydroxypiperidin-1-yl)pyridin-2-yl)amino)-4-(imidazo[1,2-a]pyridin-3-yl)-3-methylisoindolin-1-one